C1(CC1)OC=1C=C(C=CC1)C1=CC(=NN1C1=C(C=CC=C1)[N+](=O)[O-])C(=O)OC Methyl 5-(3-cyclopropoxyphenyl)-1-(2-nitrophenyl)-1H-pyrazole-3-carboxylate